1-(1H-benzimidazol-5-ylmethyl)pyrrolidin-2-one N1C=NC2=C1C=CC(=C2)CN2C(CCC2)=O